C(CCC)OC=1C=C(C=CC1N=NC1=C(C=C(C(=C1)OC)N=NC1=CC=C(C=C1)[N+](=O)[O-])OC)N(CCO)CCO 2,2'-((3-butoxy-4-((2,5-dimethoxy-4-((4-nitrophenyl)diazenyl)phenyl)diazenyl)-phenyl)azanediyl)bis(ethan-1-ol)